4-[2-Chloro-4-(methylsulfonyl)-3-{(2,2,2-trifluoroethoxy) methyl} benzoyl]-1-ethyl-1H-pyrazole-5-yl 1,3-dimethyl-1H-Pyrazole-4-carboxylate CN1N=C(C(=C1)C(=O)OC1=C(C=NN1CC)C(C1=C(C(=C(C=C1)S(=O)(=O)C)COCC(F)(F)F)Cl)=O)C